C(N)(=O)NC(C1=C(C=CC=C1F)F)=O N-carbamoyl-2,6-difluorobenzamide